C(C)(=O)N1\C(\C(C2=CC=CC=C12)=O)=C/C1=NC2=CC=C(C=C2C=C1)N1CCN(CC1)C1COC1 (Z)-1-acetyl-2-((6-(4-(oxetan-3-yl)piperazin-1-yl)quinolin-2-yl)-methylene)indolin-3-one